methyl (1R,4R)-4-(4-amino-1H-pyrazol-1-yl)cyclohexane-1-carboxylate NC=1C=NN(C1)C1CCC(CC1)C(=O)OC